CN(C(=O)C=1C=C2N=C(C=NC2=CC1)C=1C=C2C=CN(C(C2=CC1)=O)C)C[C@H]1OCC1 N-methyl-3-(2-methyl-1-oxo-1,2-dihydro-6-isoquinolinyl)-N-((2S)-2-oxetanylmethyl)-6-quinoxalinecarboxamide